(±)-trans-N-[8-amino-5,7-difluoro-6-(4-methyl-3-pyridyl)-3-isoquinolyl]-2-cyano-cyclopropanecarboxamide NC=1C(=C(C(=C2C=C(N=CC12)NC(=O)[C@H]1[C@@H](C1)C#N)F)C=1C=NC=CC1C)F |r|